C(#N)C1=CC2=C(C=C1)C1=CC=C(C=C1C21C2=CC(=CC=C2OC=2C=CC(=CC12)Br)Br)C#N 2,7-dicyano-2',7'-dibromo-spiro[fluorene-9,9'-xanthene]